3-(1,1-dimethylethyl)-4-hydroxy-5-methyl-phenylpropionic acid CC(C)(C)C=1C=C(C=C(C1O)C)C(C(=O)O)C